(3,5-hexanedione) titanium [Ti].CCC(CC(C)=O)=O